CC1(COC1)COS(=O)(=O)C1=CC=C(C)C=C1 3-methyl-3-(p-toluenesulfonyloxymethyl)-oxetane